4-(2-(trifluoromethoxy)phenyl)piperidine tert-butyl-4-(2-(trifluoromethoxy)phenyl)piperidine-1-carboxylate C(C)(C)(C)OC(=O)N1CCC(CC1)C1=C(C=CC=C1)OC(F)(F)F.FC(OC1=C(C=CC=C1)C1CCNCC1)(F)F